2-amino-2-{2-[4-(3-benzyloxyphenylthio)-2-chlorophenyl]ethyl}-1,3-propanediol hydrochloride Cl.NC(CO)(CO)CCC1=C(C=C(C=C1)SC1=CC(=CC=C1)OCC1=CC=CC=C1)Cl